C1(=CC=C(C=C1)[C@]1(CC[C@@]2([C@H]3CC[C@@]4([C@H](CC[C@H]4[C@@H]3CC[C@H]2C1)[C@@H](CCC(=O)NCCS(=O)(=O)O)C)C)C)O)C1=CC=CC=C1 2-((R)-4-((3R,5S,8R,9S,10S,13R,14S,17R)-3-([1,1'-biphenyl]-4-yl)-3-hydroxy-10,13-dimethylhexadecahydro-1H-cyclopenta[a]phenanthren-17-yl)pentanamido)ethane-1-sulfonic acid